2-(2,5-dimethylpyrrol-1-yl)-4-methyl-thiazole CC=1N(C(=CC1)C)C=1SC=C(N1)C